ClC1=CC=CC2=C1C(CO2)N2CC1=C(CC2)N=C(N1)C1=C(C=CC=C1)Cl 5-(4-chloro-2,3-dihydrobenzofuran-3-yl)-2-(2-chlorophenyl)-4,5,6,7-tetrahydro-3H-imidazo[4,5-c]pyridine